C(C)(C)(C)N(C(=O)OC1CC(C1)N1N=CC(=C1)C1=NC2=C(C(=CC=C2N=C1)OC=1C=CC2=C(NC(=N2)C)C1)Cl)C1(CC1)C(F)(F)F (1S,3s)-3-(4-(8-chloro-7-((2-methyl-1H-benzo[d]imidazol-6-yl)oxy)quinoxalin-2-yl)-1H-pyrazol-1-yl)cyclobutanol tert-Butyl-(1-(trifluoromethyl)cyclopropyl)carbamate